CC1(NCC2C1CCC2)C dimethyloctahydrocyclopenta[c]pyrrole